C1NCCC2=CC=C(C=C12)C(=O)O 1,2,3,4-tetrahydroisoquinoline-7-carboxylic acid